[Si](C)(C)(C(C)(C)C)OCC1=NC(=NC(=C1)Cl)Cl 4-(((tert-butyl-dimethylsilyl)oxy)methyl)-2,6-dichloropyrimidine